tert-butyl (3-(3-chlorobenzyl)-1-((cis)-3-fluorocyclobutyl)-1H-pyrazolo-[3,4-d]pyrimidin-4-yl)carbamate ClC=1C=C(CC2=NN(C3=NC=NC(=C32)NC(OC(C)(C)C)=O)[C@@H]3C[C@@H](C3)F)C=CC1